S(=O)(=O)(O)OC=1C(=O)O[C@@H](C1O)[C@@H](O)CO L-ascorbic acid 2-O-sulfate